(2-fluoro-5-hydroxypyridin-4-yl)boric acid FC1=NC=C(C(=C1)OB(O)O)O